The molecule is a dicarboxylic acid dianion that is the conjugate base of 2,6-diaminopimelic acid. It has a role as an Escherichia coli metabolite. It derives from a pimelate(2-). It is a conjugate base of a 2,6-diaminopimelic acid. C(CC(C(=O)[O-])N)CC(C(=O)[O-])N